F[C@H]1CN(CC[C@H]1NC1=C2C=C(N(C2=CC=C1)CC(F)(F)F)C#CCNC=1C(=CC(=NC1)C(=O)NC)OC)C 5-[3-[4-[[(3S,4R)-3-fluoro-1-methyl-4-piperidyl]amino]-1-(2,2,2-trifluoroethyl)indol-2-yl]prop-2-ynylamino]-4-methoxy-N-methyl-pyridine-2-carboxamide